FC(C=1C(=C(C=C(C(=O)C2=CC(=C(C(=C2)C(F)(F)F)C(=O)O)C(=O)O)C1)C(=O)O)C(=O)O)(F)F 5,5'-bis(trifluoromethyl)-3,3',4,4'-tetracarboxybenzophenone